FC1(CCC(CC1)C(=O)O)F 4,4-difluorocyclohexylcarboxylic acid